(trifluoromethyl)oxide FC(F)(F)OC(F)(F)F